CN1N=NN=C1C(C)NC(=O)C1=CC2=CC=CC(=C2C=C1)OC1=CC=C(C=C1)C(F)(F)F N-(1-(1-methyl-1H-tetrazol-5-yl)ethyl)-5-(4-(trifluoromethyl)phenoxy)-2-naphthamide